3-(3-benzothienyl)-D-alanine S1C=C(C2=C1C=CC=C2)C[C@@H](N)C(=O)O